1-(cyclopropylmethyl)-N-((5-(imidazo[1,5-a]pyridin-6-yl)-6-methyl-2,3-dihydro-1H-inden-4-yl)carbamoyl)-1H-pyrazole-4-sulfonamide C1(CC1)CN1N=CC(=C1)S(=O)(=O)NC(NC1=C2CCCC2=CC(=C1C=1C=CC=2N(C1)C=NC2)C)=O